C(C)(C)(C)OC(=O)N1CCN(CC1)C1=CC(=CC=C1)C(N[C@H](C)C1=CC=CC2=CC=CC=C12)=O 4-[3-[[(1R)-1-(1-naphthyl)ethyl]carbamoyl]phenyl]piperazine-1-carboxylic acid tert-butyl ester